2-[3-(6-methyl-2-pyridyl)-1H-pyrazol-4-yl]-7-(2,4,5,6-tetrahydropyrrolo[2,3-c]pyrazol-3-yl)-1,5-naphthyridine CC1=CC=CC(=N1)C1=NNC=C1C1=NC2=CC(=CN=C2C=C1)C1=C2C(=NN1)NCC2